CC1(CC=CC2=CC=CC=C12)C 1,1-dimethyl-1,2-dihydronaphthalene